FC=1C(=C(C(=O)NC(C)(CC(C)(C)C)C)C=C(C1)B1OC(C(O1)(C)C)(C)C)OCOC 3-fluoro-2-(methoxymethoxy)-5-(4,4,5,5-tetramethyl-1,3,2-dioxaborolan-2-yl)-N-(2,4,4-trimethylpentan-2-yl)benzamide